FC(CC(=O)N)(F)F 2,2,2-trifluoroethylcarboxamide